(β-hydroxyethyl)-N,N'-bis(4'-aminophenyl)ethylenediamine OCCN(CCNC1=CC=C(C=C1)N)C1=CC=C(C=C1)N